2-(4,6-dihydroxy-2,3-dimethylbenzoyl)-5-methylisoindolin OC1=C(C(=C(C(=O)N2CC3=CC=C(C=C3C2)C)C(=C1)O)C)C